(R)-5-(((2-(6-((R)-3-aminopiperidine-1-carbonyl)-4-fluoro-3-methylpyrazolo[1,5-a]pyridin-2-yl)-1-(cyclopropylmethyl)-1H-indol-7-yl)oxy)methyl)pyrrolidin-2-one N[C@H]1CN(CCC1)C(=O)C=1C=C(C=2N(C1)N=C(C2C)C=2N(C1=C(C=CC=C1C2)OC[C@H]2CCC(N2)=O)CC2CC2)F